tert-Butyl 4-(4-(1-isopropyl-7-oxo-1,4,6,7-tetrahydrospiro[indazole-5,4'-piperidine]-1'-carbonyl)-6-methoxypyridin-2-yl)benzoate C(C)(C)N1N=CC=2CC3(CCN(CC3)C(=O)C3=CC(=NC(=C3)OC)C3=CC=C(C(=O)OC(C)(C)C)C=C3)CC(C12)=O